BrC1=CC=C2C(=NC(=NC2=C1F)Cl)N1CCC2(CCCN2C(=O)OC(C)(C)C)CC1 tert-butyl 8-(7-bromo-2-chloro-8-fluoroquinazolin-4-yl)-1,8-diazaspiro[4.5]decane-1-carboxylate